O=C1NC(CCC1C1=C(C=C(C=C1F)N1CC(C1)NC(OCC1CC(C1)O[Si](C)(C)C(C)(C)C)=O)F)=O ((1r,3r)-3-((tert-butyldimethylsilyl)oxy) cyclobutyl)methyl (1-(4-(2,6-dioxopiperidin-3-yl)-3,5-difluorophenyl)azetidin-3-yl)carbamate